C(C)(C)(C)OC(=O)N1C[C@@H]([C@H](C1)N1N=C(C=C1O)C)O (3s,4s)-3-hydroxy-4-(5-hydroxy-3-methyl-pyrazol-1-yl)pyrrolidine-1-carboxylic acid tert-butyl ester